methyl 1-(4-(aminomethyl)phenyl)-4-(bis(tert-butoxycarbonyl)amino)-3-morpholino-1H-pyrazole-5-carboxylate NCC1=CC=C(C=C1)N1N=C(C(=C1C(=O)OC)N(C(=O)OC(C)(C)C)C(=O)OC(C)(C)C)N1CCOCC1